1-amino-2,3-dihydroxybenzene NC1=C(C(=CC=C1)O)O